methyl (S)-3-(4-chloro-5-(4,5-difluoro-2-methoxyphenyl)quinolin-8-yl)-2-(2,6-dichlorobenzamido)propanoate ClC1=CC=NC2=C(C=CC(=C12)C1=C(C=C(C(=C1)F)F)OC)C[C@@H](C(=O)OC)NC(C1=C(C=CC=C1Cl)Cl)=O